(3,3-difluoroazetidin-1-yl)-[(5R,7S)-7-fluoro-5-phenyl-6,7-dihydro-5H-pyrrolo[1,2-b][1,2,4]triazol-2-yl]methanone FC1(CN(C1)C(=O)C=1N=C2N(N1)[C@H](C[C@@H]2F)C2=CC=CC=C2)F